C(C)(C)(C)OC(=O)N1C(C(CC1)CC1=CC=C(C=C1)Cl)=O 3-(4-chlorobenzyl)-2-oxopyrrolidine-1-carboxylic acid tert-butyl ester